COCC([C@H](C[C@H]1C(NCC1)=O)NC(=O)[C@@H]1[C@H]2C([C@H]2CN1C([C@@H](NC(C(F)(F)F)=O)C(C)(C)C)=O)(C)C)=O (1R,2S,5S)-N-{(2S)-4-methoxy-3-oxo-1-[(3S)-2-oxopyrrolidin-3-yl]butan-2-yl}-6,6-dimethyl-3-[3-methyl-N-(trifluoroacetyl)-L-valyl]-3-azabicyclo[3.1.0]hexane-2-carboxamide